tert-butyl (1R,3s,5S)-3-[(6-chloropyrazin-2-yl)oxy]-9-azabicyclo[3.3.1]nonane-9-carboxylate ClC1=CN=CC(=N1)OC1C[C@H]2CCC[C@@H](C1)N2C(=O)OC(C)(C)C